ClC1=C(CNC(=O)[C@]2(C=3C=CC=NC3[C@H](CC2)OC)F)C=CC(=C1)C(F)(F)F (5S,8S)-N-(2-chloro-4-(trifluoromethyl)benzyl)-5-fluoro-8-methoxy-5,6,7,8-tetrahydroquinoline-5-carboxamide